C(#N)C=1C=CC=CC1C1=NC(=NC(=N1)C1=CC=CC=C1)C1=CC=CC=C1 5-cyano-6-(4,6-diphenyl-1,3,5-triazin-2-yl)benzene